C(CCCCCCCCCCCCCCCCC)OC(C(C)OCCCCCCCCCCCCCCCCCC)N 1,2-distearyloxypropylamine